(2R)-2-(6-{5-chloro-2-[(1-methyl-5-oxopyrrolidin-3-yl)amino]pyrimidin-4-yl}-1-oxo-2,3-dihydro-1H-isoindol-2-yl)-N-[(1S)-2-hydroxy-1-(3-methylphenyl)ethyl]propionamide ClC=1C(=NC(=NC1)NC1CN(C(C1)=O)C)C1=CC=C2CN(C(C2=C1)=O)[C@@H](C(=O)N[C@H](CO)C1=CC(=CC=C1)C)C